NC/C(/CN1N=CN(C1=O)CC=1SC(=CC1)C1=CC(=CC=C1)C1=NN=CN1)=C/F 2-[(2Z)-2-(aminomethyl)-3-fluoroprop-2-en-1-yl]-4-(5-[3-(4H-1,2,4-triazol-3-yl)phenyl]thiophen-2-ylmethyl)-2,4-dihydro-3H-1,2,4-triazol-3-one